S1C2(SCC1)CCC1=CC=C(C=C12)NC(C1=C(C=C(C=C1)I)N1CCC2(CC2)CC1)=O N-(2,3-dihydrospiro[indene-1,2'-[1,3]dithiolan]-6-yl)-4-iodo-2-(6-azaspiro[2.5]octan-6-yl)benzamide